tert-butyl 3-((6-chloro-3-(phenylcarbamoyl)pyridazin-4-ylamino)methyl)piperidine-1-carboxylate ClC1=CC(=C(N=N1)C(NC1=CC=CC=C1)=O)NCC1CN(CCC1)C(=O)OC(C)(C)C